1-chloro-7-methoxy-4-(o-tolyl)isoquinoline ClC1=NC=C(C2=CC=C(C=C12)OC)C1=C(C=CC=C1)C